1-(4-Fluorophenylcarbamoyl)cyclopropanecarboxylic acid FC1=CC=C(C=C1)NC(=O)C1(CC1)C(=O)O